2-(3,4-dichlorophenyl)ethanamine ClC=1C=C(C=CC1Cl)CCN